FC(C1=NN=C(O1)C=1C=CC(=NC1)CN(C(=O)C1(CN(C1)CC(C)C)F)C1=CC=CC=C1)F N-((5-(5-(difluoromethyl)-1,3,4-oxadiazol-2-yl)pyridin-2-yl)methyl)-3-fluoro-1-isobutyl-N-phenylazetidin-3-carboxamide